C(C)NCCCCCCCNCC diethylheptylenediamine